5-(imidazo[1,2-a]pyrazin-6-yl)-2-{3-[(3S)-3-(propan-2-yl)piperazin-1-yl]-1,2,4-triazin-6-yl}phenol N=1C=CN2C1C=NC(=C2)C=2C=CC(=C(C2)O)C2=CN=C(N=N2)N2C[C@@H](NCC2)C(C)C